(R)-(1,3-dimethyl-azetidin-3-yl)-(4-isopropyl-phenyl)-[5-(3-methanesulfonyl-3-methyl-but-1-ynyl)-pyridin-3-yl]-methanol CN1CC(C1)(C)[C@@](O)(C=1C=NC=C(C1)C#CC(C)(C)S(=O)(=O)C)C1=CC=C(C=C1)C(C)C